C(CCCCCCCC)=O 1-nonanal